NC1=C(C(=NN1C)C1=CCC(C1)C1=C(C=CC=C1)Cl)C(=O)NC1=CC(=C(C=C1)F)Cl 5-Amino-N-(3-chloro-4-fluorophenyl)-3-(4-(2-chlorophenyl)cyclopent-1-en-1-yl)-1-methyl-1H-pyrazole-4-carboxamide